IC1=CC=NC2=C1OC[C@H]1N2C[C@H](C1)OS(=O)(=O)C methanesulfonic acid (6aS,8S)-4-iodo-6a,7,8,9-tetrahydro-6H-pyrido[3,2-b]pyrrolo[1,2-d][1,4]oxazin-8-yl ester